FC(CN[C@@H](CC1=CNC2=CC=CC=C12)C)F (R)-N-(2,2-difluoroethyl)-1-(1H-indol-3-yl)propan-2-amine